C1N(CCC2=CC=CC=C12)CC(CNC(=O)C=1C=C2CCNC(C2=CC1)C(C1=CC=C(C=C1)Br)=O)O N-(3-(3,4-dihydroisoquinoline-2(1H)-yl)-2-hydroxypropyl)-(4-bromobenzoyl)-1,2,3,4-tetrahydroisoquinoline-6-carboxamide